CC1=C(C(=CC(=C1)N1CC2=C(CCC1)C=C(C=C2)OCC(CC(F)(F)F)(F)F)C)NC(CC(C)(C)C)=O N-(2,6-Dimethyl-4-(7-(2,2,4,4,4-pentafluorobutoxy)-1,3,4,5-tetrahydro-2H-benzo[c]azepine-2-yl)phenyl)-3,3-dimethylbutyramide